4-hydroxy-1,6-dimethyl-1,5-naphthyridin-2(1H)-one OC1=CC(N(C2=CC=C(N=C12)C)C)=O